N1=CC=CC=2C3(CC=CC12)COC3 spiro[oxetane-3,5'-quinoline]